BrC=1N=C2SC3=C(N2C1)C=CC(=C3)C(=O)NC3CCN(CC3)C 2-bromo-N-(1-methylpiperidin-4-yl)benzo[d]imidazo[2,1-b]thiazole-7-carboxamide